bis[4-[bis(3-methylphenyl)amino]phenyl]-N,N'-diphenyl-[1,1'-biphenyl]-4,4'-diamine CC=1C=C(C=CC1)N(C1=CC=C(C=C1)C=1C(=C(C=CC1NC1=CC=CC=C1)C1=CC=C(C=C1)NC1=CC=CC=C1)C1=CC=C(C=C1)N(C1=CC(=CC=C1)C)C1=CC(=CC=C1)C)C1=CC(=CC=C1)C